CNC[C@@H]1OCCC2=C(C=CC=C12)C (R)-N-methyl-1-(5-methylisochroman-1-yl)methylamine